tert-butyl ((2,5-bis(benzyloxy)phenyl)(3-(1-(3-(((tert-butoxycarbonyl)amino)methyl) phenyl)-3-(trifluoromethyl)-1H-pyrazole-5-carboxamido)phenyl) methyl)(cyclopropylmethyl)carbamate C(C1=CC=CC=C1)OC1=C(C=C(C=C1)OCC1=CC=CC=C1)C(C1=CC(=CC=C1)NC(=O)C1=CC(=NN1C1=CC(=CC=C1)CNC(=O)OC(C)(C)C)C(F)(F)F)N(C(OC(C)(C)C)=O)CC1CC1